C(C=C)(=O)N1CCN(CC1)C1=CC=C(C=C1)C=1C=2N(C=C(C1)C=1C=NN(C1)CCC#N)N=CC2C#N 4-(4-(4-Acryloylpiperazin-1-yl)phenyl)-6-(1-(2-cyanoethyl)-1H-pyrazol-4-yl)pyrazolo[1,5-a]pyridine-3-carbonitrile